FC1=C(C=CC=C1)C1=CC(=CN1)CNC 1-(5-(2-fluorophenyl)-1H-pyrrol-3-yl)-N-methyl-methylamine